4-bromo-3-methyl-phenylamine BrC1=C(C=C(C=C1)N)C